4-Amino-2,3,5,6-tetrafluorophenol NC1=C(C(=C(C(=C1F)F)O)F)F